C(C)C=CC ethylpropene